(4-((2s,4r)-4-ethoxy-1-((5-methoxy-7-methyl-1H-indol-4-yl)methyl)piperidin-2-yl)benzoyl)leucine C(C)O[C@H]1C[C@H](N(CC1)CC1=C2C=CNC2=C(C=C1OC)C)C1=CC=C(C(=O)N[C@@H](CC(C)C)C(=O)O)C=C1